3-(2,4-dimethylbenzenesulfonyl)-8-[(7R)-7-hydroxy-3,9-diazaspiro[5.5]undecan-3-yl]-1H,5H-[1,2,3]triazolo[1,5-a]quinazolin-5-one CC1=C(C=CC(=C1)C)S(=O)(=O)C1=NNN2C1=NC(C1=CC=C(C=C21)N2CCC1(CC2)[C@H](CNCC1)O)=O